O=C1NC(CCC1C1=C(C=C(C=C1F)N1C[C@@H](CC1)C(=O)O)F)=O (3R)-1-(4-(2,6-dioxopiperidin-3-yl)-3,5-difluorophenyl)pyrrolidine-3-carboxylic acid